C(C)(C)(C)OC(=O)C1CC2=CC=CC=C2CC1 tetralin-2-carboxylic acid tert-butyl ester